BrC1=NC=C(C(=C1)C(C)O)F 1-(2-Bromo-5-fluoropyridin-4-yl)ethanol